1-(6-((2,3-dihydro-1H-pyrrolo[2,3-b]pyridin-4-yl)thio)pyrido[2,3-b]pyrazin-2-yl)-4-methylpiperidin-4-amine N1CCC=2C1=NC=CC2SC=2C=CC=1C(=NC=C(N1)N1CCC(CC1)(N)C)N2